Fmoc-sulfhydryl-carboxylic acid C(=O)(OCC1C2=CC=CC=C2C2=CC=CC=C12)SC(=O)O